C[C@@H](CN)C(=O)O The molecule is a beta-amino acid and a 3-aminoisobutyric acid. It has a role as a human metabolite. It is a conjugate acid of a (S)-3-aminoisobutyrate. It is an enantiomer of a (R)-3-aminoisobutyric acid. It is a tautomer of a (S)-3-aminoisobutyric acid zwitterion.